Dimethyl 1-(2-azido-5-bromobenzyl)-5-ethynyl-3-(4-fluorophenyl)-1H-pyrrole-2,4-dicarboxylate N(=[N+]=[N-])C1=C(CN2C(=C(C(=C2C#C)C(=O)OC)C2=CC=C(C=C2)F)C(=O)OC)C=C(C=C1)Br